6'-Chloro-1'-(4-iodo-1-methyl-1H-pyrazol-5-yl)spiro[cyclopropane-1,3'-indoline]-2'-one ClC1=CC=C2C3(C(N(C2=C1)C1=C(C=NN1C)I)=O)CC3